[4-(5-chlorooxazolo[4,5-b]pyridin-2-yl)piperazin-1-yl]-[4-[1-(oxetan-3-ylmethyl)triazol-4-yl]phenyl]methanone ClC1=CC=C2C(=N1)N=C(O2)N2CCN(CC2)C(=O)C2=CC=C(C=C2)C=2N=NN(C2)CC2COC2